C(CC)(=O)OC=1C(=NC=CC1OC)C(N[C@H](C(=O)N[C@H](C(C1=CC(=CC(=C1)F)F)C1=CC(=CC(=C1)F)F)C)C)=O 2-(((S)-1-(((S)-1,1-bis(3,5-difluorophenyl)propan-2-yl)amino)-1-oxopropan-2-yl)carbamoyl)-4-methoxypyridin-3-yl propionate